4-(1-methyl-1H-benzo[d]imidazol-2-yl)-4'-(4-(1-methyl-1H-benzo[d]imidazol-2-yl)phenyl)-6'-phenyl-[1,1':2',1''-terphenyl] CN1C(=NC2=C1C=CC=C2)C2=CC=C(C=C2)C=2C=C(C=C(C2C2=CC=CC=C2)C2=CC=CC=C2)C2=CC=C(C=C2)C2=NC1=C(N2C)C=CC=C1